(5S,8S)-1-(9H-fluoren-9-yl)-5,8-dimethyl-3,6,9,12-tetraoxo-2-oxa-4,7,10,13-tetraazatetradecane-14-yl acetate C(C)(=O)OCNC(CNC([C@@H](NC([C@@H](NC(OCC1C2=CC=CC=C2C=2C=CC=CC12)=O)C)=O)C)=O)=O